C12(CC3CC(CC(C1)C3)C2)[C@@H](C(=O)O)NC(=O)OC(C)(C)C (2S)-2-(1-adamantyl)-2-(tert-butoxycarbonylamino)acetic acid